tert-butyl ((5-bromooxazol-2-yl)methyl)carbamate BrC1=CN=C(O1)CNC(OC(C)(C)C)=O